BrC=1C=C(C(=C(C1)Cl)OCOC)OCC(=C)C 5-bromo-1-chloro-2-(methoxymethoxy)-3-((2-methylallyl)oxy)benzene